3,5-bis(tertiary butyl)-4-hydroxy-benzoyl chloride C(C)(C)(C)C=1C=C(C(=O)Cl)C=C(C1O)C(C)(C)C